N[C@@H]1CN(CC1)C(=O)C=1C=CC(=C(C1)C1=CC(=C(C=C1)C#N)F)C1=CC2=C(N(N=N2)CCOC)C(=C1F)F (S)-5'-(3-aminopyrrolidine-1-carbonyl)-2'-(6,7-difluoro-1-(2-methoxyethyl)-1H-benzo[d][1,2,3]triazol-5-yl)-3-fluoro-[1,1'-biphenyl]-4-carbonitrile